7-methoxy-7-[6-(1-methyl-1H-pyrazol-5-yl)pyridin-2-yl]-4-oxospiro[2.5]oct-5-ene-5-carbonitrile COC1(C=C(C(C2(CC2)C1)=O)C#N)C1=NC(=CC=C1)C1=CC=NN1C